NC1=C2N=CN(C2=NC(=N1)F)[C@H]1C[C@@H]([C@H](O1)C#C)OC(=O)OCCCCCC (2R,3S,5R)-5-(6-amino-2-fluoro-9H-purin-9-yl)-2-ethynyl-3-(((hexyloxy)carbonyl)oxy)tetrahydrofuran